C1(=CC=CC=C1)N(C(O)=O)C1=CC(=C(C(=C1)Cl)C)CN1CCN2CCC1C2.FC=2C=C(C=CC2OC)C=CC(C)=O 4-(3-fluoro-4-methoxyphenyl)but-3-en-2-one phenyl-(3-(1,4-diazabicyclo[3.2.1]octan-4-ylmethyl)-5-chloro-4-methylphenyl)carbamate